3-ethyl-N-[(1S)-2-[[5-[5-ethyl-3-methyl-1-(2-trimethylsilylethoxymethyl)pyrazol-4-yl]-6-fluoro-2-pyridyl]amino]-1-(4-methylcyclohexyl)-2-oxo-ethyl]isoxazole-4-carboxamide C(C)C1=NOC=C1C(=O)N[C@H](C(=O)NC1=NC(=C(C=C1)C=1C(=NN(C1CC)COCC[Si](C)(C)C)C)F)C1CCC(CC1)C